COC1=C(C=C(C=C1)NC1=NC(=CC(=N1)C)NC)N1N=CC(=C1)C=O 1-(2-methoxy-5-[[4-methyl-6-(methylamino)pyrimidin-2-yl]amino]phenyl)-1H-pyrazole-4-carbaldehyde